3-[4-{7-(aminocarbonyl)-2H-indazol-2-yl}phenyl]piperidine NC(=O)C1=CC=CC2=CN(N=C12)C1=CC=C(C=C1)C1CNCCC1